FC1(CN(C1)C(C(=O)O)C)F 2-(3,3-difluoroazetidin-1-yl)propionic acid